6-[(1S,2S)-2-(6-chloro-3-fluoro-imidazo[1,2-b]pyridazin-8-yl)cyclopropyl]pyridine-3-carbonitrile ClC=1C=C(C=2N(N1)C(=CN2)F)[C@@H]2[C@H](C2)C2=CC=C(C=N2)C#N